4-(6-(4-acrylamidophenyl)-4-aminopyrazolo[5,1-f][1,2,4]triazin-5-yl)-2-(difluoromethoxy)-N-((1r,3r)-3-fluorocyclobutyl)benzamide C(C=C)(=O)NC1=CC=C(C=C1)C1=NN2N=CN=C(C2=C1C1=CC(=C(C(=O)NC2CC(C2)F)C=C1)OC(F)F)N